CC(C)([S@](=O)NCC1=NC=CC(=C1)C1=CC(=CC=2C=C(OC21)F)COC2=C(C=C(C=C2)F)CC(=O)OCC)C (S)-ethyl 2-(2-((7-(2-((1,1-dimethylethylsulfinamido)methyl)pyridin-4-yl)-2-fluorobenzofuran-5-yl)methoxy)-5-fluorophenyl)acetate